S(=O)(O)[O-].[NH4+] ammonium hydrogensulfite